1,1-dimethyl-4-methylene-7-(trifluoromethyl)isochroman CC1(OCC(C2=CC=C(C=C12)C(F)(F)F)=C)C